S(=O)(=O)(O)CCCOS(=O)(=O)CCCS 3-mercaptopropanesulfonic acid (3-sulfopropyl) ester